COC=1C=2N(C=CC1)N=C(C2C(=O)O)C(=O)O 4-methoxypyrazolo[1,5-a]Pyridine-2,3-dicarboxylic acid